S1SCCC=C1 3,4-Dihydro-1,2-dithiin